C(C)C=1C=NC=CC1C(=O)O 3-ethylpyridine-4-carboxylic acid